(2-(N-((2S,3R)-3-(t-butoxy)-2-((t-butoxycarbonyl)amino)butanoyl)sulfamoyl)benzo[d]thiazol-5-yl)boronic acid C(C)(C)(C)O[C@@H]([C@@H](C(=O)NS(=O)(=O)C=1SC2=C(N1)C=C(C=C2)B(O)O)NC(=O)OC(C)(C)C)C